ClC=1N=CC(=NC1Cl)CO (5,6-Dichloropyrazin-2-yl)methanol